2-[2,4-Difluoro-5-(7-morpholin-4-yl-quinazolin-4-yl)-phenyl]-[1,2,4]-triazolo[1,5-a]pyridin-6-ylmethanol FC1=C(C=C(C(=C1)F)C1=NC=NC2=CC(=CC=C12)N1CCOCC1)C1=NN2C(C=CC(=C2)CO)=N1